Diethyl ((E)-3-(4-Hydroxy-3-methoxyphenyl)acryloyl)-glycyl-L-phenylalanyl-D-glutamate OC1=C(C=C(C=C1)/C=C/C(=O)NCC(=O)N[C@@H](CC1=CC=CC=C1)C(=O)N[C@H](CCC(=O)OCC)C(=O)OCC)OC